N-n-undecanoyl-aspartic acid C(CCCCCCCCCC)(=O)N[C@@H](CC(=O)O)C(=O)O